COC1CCC(N(C1)CC1=C2C=CNC2=C(C=C1OC)C)C1=CC=C(C(=O)O)C=C1 4-(5-methoxy-1-((5-methoxy-7-methyl-1H-indol-4-yl)methyl)piperidin-2-yl)benzoic acid